C(=O)(O)C=1C=C([C@@H](N)C(=O)O)C=CC1C(=O)O |r| (RS)-3,4-dicarboxyphenylglycine